5-{4-amino-5-[(morpholin-4-yl)methyl]pyrrolo[2,1-f][1,2,4]triazin-7-yl}-N-[(3R,4S)-1-(3,3-difluorocyclobutanecarbonyl)-4-fluoropyrrolidin-3-yl]-2-methoxypyridine-3-carboxamide NC1=NC=NN2C1=C(C=C2C=2C=C(C(=NC2)OC)C(=O)N[C@@H]2CN(C[C@@H]2F)C(=O)C2CC(C2)(F)F)CN2CCOCC2